N-(3-fluorophenyl)-N-methyl-pyrazolo[1,5-a]pyridine-5-carboxamide FC=1C=C(C=CC1)N(C(=O)C1=CC=2N(C=C1)N=CC2)C